BrC=1C=C(C=NC1)C1(CCOCC1)C(=O)N 4-(5-bromo-3-pyridyl)tetrahydropyran-4-carboxamide